FC1=C(C=C(C(=C1)Cl)N1C(N(C(=CC1=O)C(F)(F)F)C)=O)S(=O)(=O)Cl 2-fluoro-4-chloro-5-(3-methyl-2,6-dioxo-4-trifluoromethyl-3,6-dihydropyrimidin-1(2H)-yl)benzenesulfonyl chloride